BrC=1C=C(C=C(C1)F)N(C1=NC(=NC2=CC=CC(=C12)F)Cl)CC(F)F N-(3-bromo-5-fluoro-Phenyl)-2-chloro-N-(2,2-difluoroethyl)-5-fluoro-quinazolin-4-amine